methyl 2-(bromomethyl)-4-methoxy-5-nitro-benzoate BrCC1=C(C(=O)OC)C=C(C(=C1)OC)[N+](=O)[O-]